n-isobutyl-(2e,4e)-octadecadienamide CCCCCCCCCCCCC/C=C/C=C/C(=O)NCC(C)C